N1C(=NC=C1)C1=CC=NC=C1C(=O)N imidazolnicotinamide